4-hydroxy-1-[2-(1-phenyl-1H-pyrazol-4-yl)-1,3-thiazole-4-carbonyl]pyrrolidine-2-carboxylic acid methyl ester COC(=O)C1N(CC(C1)O)C(=O)C=1N=C(SC1)C=1C=NN(C1)C1=CC=CC=C1